O1C(=CC=C1)CNC(=O)[C@H]1N2C3=C(C=CC=C3C1)CC[C@@H](C2=O)NC([C@H]([C@H](CC)C)NC(COCCF)=O)=O (2S,5S)-5-{(2S,3S)-2-[2-(2-Fluoro-ethoxy)-acetylamino]-3-methyl-pentanoylamino}-4-oxo-1,2,4,5,6,7-hexahydro-azepino[3,2,1-hi]indole-2-carboxylic acid (furan-2-ylmethyl)-amide